NC=1C=C(C=C(C1)C(F)(F)F)[C@@H](C)NC=1C2=C(N=C(N1)C)N=C(C(=C2)C(=O)N(C)C)N2C1CCCC2CC1 4-((R)-1-(3-amino-5-(trifluoromethyl)phenyl)ethylamino)-7-(8-azabicyclo[3.2.1]octan-8-yl)-N,N,2-trimethylpyrido[2,3-d]pyrimidine-6-carboxamide